C(C=CC1=CC=CC=C1)(=O)C1C(CCCC1)=O 2-cinnamoylcyclohexan-1-one